C(C)OC(=O)C1=C(C2=C(CCC3=CN(N=C23)C[C@@H]2OCCOC2)O1)C(F)F 8-(Difluoromethyl)-2-{[(2S)-1,4-dioxan-2-yl]methyl}-4,5-dihydro-2H-furo[2,3-g]indazole-7-carboxylic acid ethyl ester